ClC1=NC=C2NC(N(C2=N1)CC1=CC=C(C=C1)N1N=C2C(=C1C)COCC2)=O 2-chloro-9-[(4-[3-methyl-4H,6H,7H-pyrano[4,3-c]pyrazol-2-yl]phenyl)methyl]-7H-purin-8-one